Methyl p-anisate COC1=CC=C(C=C1)C(=O)OC